4-(4-methylpiperidin-1-yl)aniline CC1CCN(CC1)C1=CC=C(N)C=C1